2-((S)-2-(dimethylamino)-3-methylbutanoylamino)-N,3-dimethylbutyramide CN([C@H](C(=O)NC(C(=O)NC)C(C)C)C(C)C)C